C(C)(C)(C)C=1C=C(C=CC1)C1=CC(=CC=C1)C(C(=O)N1CC2=C(N=C(NC2=O)C2(CC2)C2=CC=CC=C2)CC1)O 6-(2-(3'-(tert-butyl)-[1,1'-biphenyl]-3-yl)-2-hydroxyacetyl)-2-(1-phenylcyclopropyl)-5,6,7,8-tetrahydropyrido[4,3-d]pyrimidin-4(3H)-one